(5-[2,6-bis(4-morpholinyl)-4-pyrimidinyl])-4-(trifluoromethyl)-2-pyridylamine N1(CCOCC1)C1=NC(=CC(=N1)C=1C(=CC(=NC1)N)C(F)(F)F)N1CCOCC1